2-hydroxy-1,4-bis(α-hydroxyisopropyl)benzene OC1=C(C=CC(=C1)C(C)(C)O)C(C)(C)O